ClC=1C=CC(=C(C1)C1COCC1)CCl 3-(5-Chloro-2-(chloromethyl)phenyl)tetrahydrofuran